4-hydroxyethyl-piperazine sodium [Na].OCCN1CCNCC1